(4-bromo-2-(trifluoromethyl)phenoxy)aniline BrC1=CC(=C(ONC2=CC=CC=C2)C=C1)C(F)(F)F